C[C@H]1N([C@H](CN(C1)C1=NC=C(C=N1)C(F)(F)F)C)C(=O)NC1CC2(CN(C2)CC=2N(C=CN2)C)C1 (2R,6S)-2,6-dimethyl-N-{2-[(1-methyl-1H-imidazol-2-yl)methyl]-2-azaspiro[3.3]heptan-6-yl}-4-[5-(trifluoromethyl)pyrimidin-2-yl]piperazine-1-carboxamide